FC1=C2C(C=C(NC2=CC(=C1)F)C=1C=C(C#N)C=CC1S(=O)(=O)C=C)=O 3-(5,7-Difluoro-4-oxo-1,4-dihydroquinolin-2-yl)-4-(vinylsulfonyl)benzonitrile